4-(7-{[3-(morpholin-4-yl)propyl]amino}-[1,2,4]triazolo[1,5-a]pyridin-5-yl)benzonitrile N1(CCOCC1)CCCNC1=CC=2N(C(=C1)C1=CC=C(C#N)C=C1)N=CN2